1-(5-(2,3-dichlorophenyl)-6-methylimidazo[1,5-a]pyrazin-8-yl)-4-methylpiperidin-4-amine ClC1=C(C=CC=C1Cl)C1=C(N=C(C=2N1C=NC2)N2CCC(CC2)(N)C)C